NC1=C(C=C(C2=CC=CC=C12)S(=O)(=O)O)N=NC=1C=NC(=CC1)C1=CC=C(C=C1)CCCC 4-Amino-3-[6-(4-butylphenyl)pyridin-3-ylazo]naphthalene-1-sulfonic acid